FC1=C(C=C(NCCC#N)C=C1)OC 3-(4-fluoro-3-methoxy-anilino)propanenitrile